N[C@H](C(=O)N[C@@]1(CN(CCC1)C(=O)[C@@H](CC(=O)OC)CC(F)(F)F)CC1=CC=C(C=C1)Cl)[C@H](C)OC(C)(C)C (S)-Methyl 3-((R)-3-((2S,3S)-2-amino-3-(tert-butoxy)butanamido)-3-(4-chlorobenzyl) piperidine-1-carbonyl)-5,5,5-trifluoropentanoate